CN(C1=CC=NC=C1)C 4-(Dimethyl-amino)pyridine